rel-tert-butyl (S)-Methyl((5-(pyridazin-4-yl)isochroman-1-yl)methyl)carbamate CN(C(OC(C)(C)C)=O)C[C@H]1OCCC2=C(C=CC=C12)C1=CN=NC=C1 |o1:10|